C1(CC1)COC1=C(C=CC(=N1)C(=O)N[C@H](COCCC([2H])([2H])F)CC(C)C)N1CCCC1 6-(cyclopropylmethoxy)-N-[(2S)-1-{[3-fluoro(3,3-dideutero)propyl]oxy}-4-methylpent-2-yl]-5-(pyrrolidin-1-yl)pyridine-2-carboxamide